COCNC(C(=C)C)=O N-(methoxymethyl)methacrylamide